COC=1C=C(CN2C[C@H](N(CC2)C2CC3(CN(C3)C3=CC(=C(C(=O)O)C=C3)OC=3C=C4C(=NC3)NC=C4F)C2)C2=C(C=CC=C2)C(C)C)C=CC1OC (R)-4-(6-(4-(3,4-dimethoxybenzyl)-2-(2-isopropylphenyl)piperazin-1-yl)-2-azaspiro[3.3]heptan-2-yl)-2-((3-fluoro-1H-pyrrolo[2,3-b]pyridin-5-yl)oxy)benzoic acid